O=C(CC(=O)N1CC=2N(CC1)C(=NN2)C(F)(F)F)CC2=C(C=C(C(=C2)F)F)F (3R)-3-keto-1-[3-(trifluoromethyl)-5,6,7,8-tetrahydro-1,2,4-triazolo[4,3-a]pyrazin-7-yl]-4-(2,4,5-trifluorophenyl)butan-1-one